8-(2-(2,6-Dioxopiperidin-3-yl)-1-oxoisoindolin-4-yl)oct-7-ynoic acid O=C1NC(CCC1N1C(C2=CC=CC(=C2C1)C#CCCCCCC(=O)O)=O)=O